4-(6-bromopyridin-2-yl)-5,6-dihydro-1,2,4-triazine-1(4H)-Carboaldehyde BrC1=CC=CC(=N1)N1C=NN(CC1)C=O